C1CCC(CC1)N2C(=O)C=CC2=O N-Cyclohexylmaleimide